OCC(CC(=O)OC(C)(C)C)(C)C tert-butyl 4-hydroxy-3,3-dimethylbutyrate